OC(CCCCCCCCC(=O)O)CCC(C\C=C/CC)O 10,13-dihydroxy-cis-15-octadecenoic acid